bis-(2,6-dimethoxybenzoyl)-phenylphosphine oxide COC1=C(C(=O)P(C2=CC=CC=C2)(C(C2=C(C=CC=C2OC)OC)=O)=O)C(=CC=C1)OC